C(C=C)OC(C(=O)NS(=O)(=O)C=1C=CC2=C(N(C[C@@]3(CCCC4=CC(=CC=C34)Cl)CO2)C[C@H]2[C@@H](CC2)[C@H](C=C)O)C1)(C)C 2-allyloxy-2-methyl-N-[(3S)-6'-chloro-5-[[(1R,2R)-2-[(1S)-1-hydroxyallyl]cyclobutyl]methyl]spiro[2,4-dihydro-1,5-benzoxazepine-3,1'-tetralin]-7-yl]sulfonyl-propanamide